[C@H]12COC[C@@H]2C1N(C1=CC2=C(N=CN=C2N(C(OC(C)(C)C)=O)CC2=C(C=C(C=C2)OC)OC)C(=N1)C1=C(C(=CC=C1C)OCC1=CC=CC=C1)C)C([2H])([2H])[2H] tert-butyl (6-(((1R,5S,6r)-3-oxabicyclo[3.1.0]hexan-6-yl)(methyl-d3)amino)-8-(3-(benzyloxy)-2,6-dimethylphenyl)pyrido[3,4-d]pyrimidin-4-yl)(2,4-dimethoxybenzyl)carbamate